2-aminoethyl-aminomethyl-triethoxysilane NCCC(C)O[Si](OCC)(OCC)CN